C(C)(C)(C)OC(=O)N1CCN(CC1)CCCC(NC=1C=NC=C(C1)B1OC(C(O1)(C)C)(C)C)=O.CC(C(=O)NCCO)C 2-methyl-N-(2-hydroxyethyl)propionamide tert-butyl-4-(3-{[5-(4,4,5,5-tetramethyl-1,3,2-dioxaborolan-2-yl)pyridin-3-yl]carbamoyl}propyl)piperazine-1-carboxylate